2-[(5-isopropoxyindazol-2-yl)methoxy]ethyl-trimethyl-silane C(C)(C)OC1=CC2=CN(N=C2C=C1)COCC[Si](C)(C)C